C1(CCCCC1)CC(=O)O.C(=C)CC(=O)O.C(C1=CC=CC=C1)C1=CC(=NO1)C(=O)N[C@@H]1C(N(C2=C(OC1)C=CC(=C2)N2CC1(C2)CCOCC1)C)=O (S)-5-benzyl-N-(5-methyl-4-oxo-7-(7-oxa-2-azaspiro[3.5]nonan-2-yl)-2,3,4,5-tetrahydrobenzo[b][1,4]oxazepin-3-yl)isoxazole-3-carboxamide vinyl-acetate cyclohexyl-acetate